CC1(CCC2(OCCO2)CC1)CO (8-methyl-1,4-dioxaspiro[4.5]decan-8-yl)methanol